(3S)-3-hydroxy-2-pyrrolidinone O[C@@H]1C(NCC1)=O